COS(=O)(=O)[O-].C(C)[NH+](C(CCCCCCCCCCCCCCCCCC)(CCCCCCCCCCCCCCCCCC)CCCCCCCCCCCCCCCCCC)CCO ethyl-tristearyl-hydroxyethyl-methyl-ammonium methyl-sulfate